8-chloro-6-(2,6-difluoro-3,5-dimethoxyphenyl)-2-(methylsulfonyl)pyrido[3,4-d]pyrimidine ClC1=NC(=CC2=C1N=C(N=C2)S(=O)(=O)C)C2=C(C(=CC(=C2F)OC)OC)F